ClC=1C=C(C=CC1Cl)[C@@H](CN(C)C)NS(=O)(=O)C=1C=CC(=C(C(=O)OC)C1)OC(F)(F)F (S)-methyl 5-(N-(1-(3,4-dichlorophenyl)-2-(dimethylamino)ethyl)sulfamoyl)-2-(trifluoromethoxy)benzoate